C(C)(C)(C)OC(=O)NC=1SC=C(N1)/C(/C(=O)O)=N/OC1(CCOCC1)C(=O)OC(C)(C)C (2Z)-{2-[(tert-butoxycarbonyl)amino]-1,3-thiazol-4-yl}({[4-(tert-butoxycarbonyl)oxan-4-yl]oxy}imino)acetic acid